Methyl-4-(1-hydroxy-6,6,9-trimethyl-6a,7,10,10a-tetrahydrobenzo[c]chromen-3-yl)but-2-ynoate COC(C#CCC1=CC(=C2C3C(C(OC2=C1)(C)C)CC=C(C3)C)O)=O